(E)-prop-1-enylmagnesium bromide C(=C\C)/[Mg]Br